(Z)-2-(2-aminothiazol-4-yl)-2-(hydroxyimino)acetamide NC=1SC=C(N1)/C(/C(=O)N)=N/O